6-(3-amino-2-fluoro-5-methylphenoxy)-3,5-dimethylquinazolin-4(3H)-one NC=1C(=C(OC=2C(=C3C(N(C=NC3=CC2)C)=O)C)C=C(C1)C)F